(allyl-1,1-d2)benzene C(C=C)([2H])([2H])C1=CC=CC=C1